(trifluorobenzyl)octahydro-6H-3,6-methanopyrrolo[3,2-c]pyridine FC1=C(C(F)(F)N2CC3C4CNC(CC42)C3)C=CC=C1